FC=1C(=NC(=CC1C=1C=NC=CC1C)C1=NNC(=N1)C1=NC=C(C=C1)F)C 3'-Fluoro-6'-(5-(5-fluoropyridin-2-yl)-1H-1,2,4-triazol-3-yl)-2',4-dimethyl-3,4'-bipyridine